tert-butyl-sulfenamide C(C)(C)(C)SN